FC1=C(C=CC(=C1)N1C[C@H](NCC1)C)N1C(=NC(=C1)C1=NC(=NC=C1C(F)(F)F)NC1CCN(CC1)S(=O)(=O)C)C (R)-4-(1-(2-fluoro-4-(3-methylpiperazin-1-yl)phenyl)-2-methyl-1H-imidazol-4-yl)-N-(1-(methylsulfonyl)piperidin-4-yl)-5-(trifluoromethyl)pyrimidin-2-amine